4-[4-(o-tolyl)piperazin-1-yl]butane-1,4-dione C1(=C(C=CC=C1)N1CCN(CC1)C(CCC=O)=O)C